(2-amino-6-fluoro-5-(4,4,5,5-tetramethyl-1,3,2-dioxaborolan-2-yl)pyridin-3-yl)-3,4-dihydroisoquinolin-1(2H)-one NC1=NC(=C(C=C1N1C(C2=CC=CC=C2CC1)=O)B1OC(C(O1)(C)C)(C)C)F